4-[(pyridin-2-yl)(4-hydroxyphenyl)methyl]phenyl sulfate S(=O)(=O)(OC1=CC=C(C=C1)C(C1=CC=C(C=C1)O)C1=NC=CC=C1)[O-]